C(CC)C1=C(C=CC(=C1)CCC)C1=C(C=CC=C1)CCC 2,2',4-tripropylbiphenyl